2-methoxyethylacrylate COCCOC(C=C)=O